3-(6-bromo-5-(((1-(4-((1R,2S)-6-hydroxy-2-phenyl-1,2,3,4-tetrahydronaphthalen-1-yl)phenyl)piperidin-4-yl)(methyl)amino)methyl)-1-oxoisoindolin-2-yl)piperidine-2,6-dione BrC1=C(C=C2CN(C(C2=C1)=O)C1C(NC(CC1)=O)=O)CN(C)C1CCN(CC1)C1=CC=C(C=C1)[C@H]1[C@H](CCC2=CC(=CC=C12)O)C1=CC=CC=C1